(S)-(+)-2-[2-(diphenylphosphino)phenyl]-4-phenyl-2-oxazoline C1[C@@H](N=C(O1)C2=CC=CC=C2P(C3=CC=CC=C3)C4=CC=CC=C4)C5=CC=CC=C5